N-(8-(4-amino-N-(8-(didecylamino)-8-oxooctyl)-2-fluorobutanamido)octyl)-N-decyldecanamide NCCC(C(=O)N(CCCCCCCC(=O)N(CCCCCCCCCC)CCCCCCCCCC)CCCCCCCCN(C(CCCCCCCCC)=O)CCCCCCCCCC)F